FC1=C(C=C(C(=C1)OC=1C2=C(N=CN1)C=C(C=N2)OC)F)NC(=O)C2(CC2)C(=O)NC2=CC=C(C=C2)F 1-N'-[2,5-difluoro-4-(7-methoxypyrido[3,2-d]pyrimidin-4-yl)oxyphenyl]-1-N-(4-fluorophenyl)cyclopropane-1,1-dicarboxamide